CC([C@@H](C(=O)N1[C@@H]([C@H]2C([C@H]2C1)(C)C)C(=O)O)NC(=O)C1=CN=CO1)(C)C (1R,2S,5S)-3-[(2S)-3,3-dimethyl-2-(oxazole-5-carbonylamino)butanoyl]-6,6-dimethyl-3-azabicyclo[3.1.0]hexane-2-carboxylic acid